S(=O)(=O)(O)C1=CC=C(C)C=C1.N1C[C@@H](CCC1)C1=CC=C(C=C1)N1N=C2C(=CC=CC2=C1)C(=O)N (S)-2-(4-(piperidin-3-yl)phenyl)-2H-indazole-7-carboxamide tosylate salt